propyl phosphate P(=O)(OCCC)([O-])[O-]